C(C=C)(=O)OCCC[Si](OC)(OC)C 3-acryloxypropyl-(methyl)dimethoxysilane